oleyl pentadecylate C(CCCCCCCCCCCCCC)(=O)OCCCCCCCC\C=C/CCCCCCCC